((R)-3,3,3-trifluoro-2-methoxy-2-phenylpropanoyl)-L-valyl-D-glutamic acid FC([C@](C(=O)N[C@@H](C(C)C)C(=O)N[C@H](CCC(=O)O)C(=O)O)(C1=CC=CC=C1)OC)(F)F